OCC1=C(C=C(C2=C1CCO2)C2=CC=C(C=C2)OC(F)(F)F)NCC(C(=O)N)=C 2-(((4-(Hydroxymethyl)-7-(4-(trifluoromethoxy)phenyl)-2,3-dihydrobenzofuran-5-yl)amino)methyl)acrylamide